1-((1R,5R)-3-Azabicyclo[3.1.0]hexan-1-yl)-N,N-dimethylmethanamine [C@@]12(CNC[C@@H]2C1)CN(C)C